C[Si](C#CCCCO)(C)C 5-(trimethylsilanyl)pent-4-yn-1-ol